N-tert-butoxycarbonyl-3-(aminomethyl)pyrrolidine C(C)(C)(C)OC(=O)N1CC(CC1)CN